(3-(benzoxazol-2-yl)phenyl)amide O1C(=NC2=C1C=CC=C2)C=2C=C(C=CC2)[NH-]